nitrogen Platinum vanadium carbon [C].[V].[Pt].[N]